NC(C(CCC(=O)OC(C)(C)C)N1C(C2=CC=C(C=C2C1)C#N)=O)=O tert-butyl 5-amino-4-(5-cyano-1-oxoisoindolin-2-yl)-5-oxopentanoate